(3S)-3-[[1-[2-fluoro-6-hydroxy-4-(trifluoromethyl)phenyl]pyrido[3,4-d]pyridazin-4-yl]amino]-1-methyl-piperidin-2-one FC1=C(C(=CC(=C1)C(F)(F)F)O)C1=C2C(=C(N=N1)N[C@@H]1C(N(CCC1)C)=O)C=NC=C2